C(C)(C)OC([C@H]([C@@H](C1=CC=C(C=C1)S(=O)(=O)C)O)N)=O (2S,3R)-2-amino-3-hydroxy-3-(4-methylsulfonylphenyl)propionic acid isopropyl ester